m-(α-Azidoacetamido)-phenyl α-D-galactopyranoside O([C@@H]1[C@H](O)[C@@H](O)[C@@H](O)[C@H](O1)CO)C1=CC(=CC=C1)NC(CN=[N+]=[N-])=O